4-Bromo-2-(trifluoromethyl)pyridine tert-butyl-2-(methylsulfanyl)-5-oxo-5H,6H,7H,8H-pyrido[3,4-d]pyrimidine-7-carboxylate C(C)(C)(C)OC(=O)N1CC=2N=C(N=CC2C(C1)=O)SC.BrC1=CC(=NC=C1)C(F)(F)F